2-m-fluorophenyl-4-hydroxy-5-pyrimidinecarboxylic acid FC=1C=C(C=CC1)C1=NC=C(C(=N1)O)C(=O)O